ClC1=CC=C(C=C1)C1=C2C(=NN(C1=O)C1=CC3=CN(N=C3C=C1)C)C=CN2CC2CC2 4-(4-chlorophenyl)-5-(cyclopropylmethyl)-2-(2-methyl-2H-indazol-5-yl)-2,5-dihydro-3H-pyrrolo[3,2-c]pyridazin-3-one